5-(2,5-dioxotetrahydrofuryl)-3-methyl-3-cyclohexene-1,2-dicarboxylic Anhydride O=C1OC(CC1C1C=C(C2C(C1)C(=O)OC2=O)C)=O